Pyrazolo[1,5-a]pyridine-4-carboxylic acid methyl ester COC(=O)C=1C=2N(C=CC1)N=CC2